8-(4-ethoxy-6-(1H-pyrazol-1-yl)-1,3,5-triazin-2-yl)-2-oxa-5,8-diazaspiro[3.5]nonane C(C)OC1=NC(=NC(=N1)N1N=CC=C1)N1CCNC2(COC2)C1